NC1=NC(=C2C(=N1)N(N=C2)CC2=CC(=C(C=C2)N)C(F)(F)F)C=2C(=C(C#N)C=CC2)F 3-(6-amino-1-(4-amino-3-(trifluoromethyl)benzyl)-1H-pyrazolo[3,4-d]pyrimidine-4-yl)-2-fluorobenzonitrile